2-amino-4-bromo-5-chloro-3,6-difluorobenzoic acid NC1=C(C(=O)O)C(=C(C(=C1F)Br)Cl)F